CN(C(=O)C1CCC(CC1)C(=O)OC)CC1=CC=C2C(=CC(OC2=C1)=O)C1=C(C=CC=C1)C methyl (1R,4R)-4-(methyl((2-oxo-4-(o-tolyl)-2H-chromen-7-yl)methyl)carbamoyl)cyclohexane-1-carboxylate